1-[(1R,3R,4R,7S)-1-[[bis(4-methoxyphenyl)-phenylmethoxy]methyl]-5-methylsulfonyl-7-trimethylsiloxy-2-oxa-5-azabicyclo[2.2.1]heptan-3-yl]-5-methylpyrimidine-2,4-dione COC1=CC=C(C=C1)C(OC[C@]12O[C@H]([C@H](N(C1)S(=O)(=O)C)[C@@H]2O[Si](C)(C)C)N2C(NC(C(=C2)C)=O)=O)(C2=CC=CC=C2)C2=CC=C(C=C2)OC